NC(C(CCC(=O)OC)N1C(C2=CC=CC(=C2C1)OCC1=CC=C(C=C1)CC(=O)O)=O)=O 2-(4-((2-(1-amino-5-methoxy-1,5-dioxopentan-2-yl)-1-oxoisoindolin-4-yloxy)methyl)phenyl)acetic acid